Ethyl 2-acetamido-6-(3-acetoxypropyl)-6-(cyclopropylmethyl)-4,5,6,7-tetrahydrobenzo[b]thiophene-3-carboxylate C(C)(=O)NC1=C(C2=C(S1)CC(CC2)(CC2CC2)CCCOC(C)=O)C(=O)OCC